C(C)(C)(C)OC(=O)N1[C@H](CN(CC1)C1=CC(=NC=2CN(CCC12)C(=O)[O-])OC[C@H]1N(CCC1)C)CC#N 4-((S)-4-(tert-butoxycarbonyl)-3-(cyanomethyl)piperazin-1-yl)-2-(((S)-1-methylpyrrolidine-2-yl)methoxy)-5,8-dihydro-1,7-naphthyridine-7(6H)-carboxylate